N1C=CC=CC=C1 1H-azepine